oxathiazepin O1SNC=CC=C1